N-(2-(2-(2-aminoethoxy)ethoxy)ethyl)-6-(11,12-didehydrodibenzo[b,f]azocin-5(6H)-yl)-6-oxohexanamide trifluoroacetic acid salt FC(C(=O)O)(F)F.NCCOCCOCCNC(CCCCC(=O)N1C2=C(C#CC3=C(C1)C=CC=C3)C=CC=C2)=O